3-amino-6-{8-[(2-cyano-2-methylideneethyl)amino]-7-methoxynaphthalen-2-yl}-N-(1-methylpiperidin-4-yl)pyridine-2-carboxamide NC=1C(=NC(=CC1)C1=CC2=C(C(=CC=C2C=C1)OC)NCC(=C)C#N)C(=O)NC1CCN(CC1)C